methyl-(2-chloro-5-[1-(3-methylbenzyloxyimino)-ethyl]benzyl)carbamate COC(NCC1=C(C=CC(=C1)C(C)=NOCC1=CC(=CC=C1)C)Cl)=O